C1(C=CC(N1CCCC(=O)OC1C(=O)NC(C1)=O)=O)=O γ-maleimidobutyryloxysuccinimide